NC=1C(=NC=C(C(=O)NC2=CC=C(C=C2)OC(F)(F)Cl)C1)N1C[C@@H](CC1)O (R)-5-amino-N-(4-(chlorodifluoromethoxy)phenyl)-6-(3-hydroxypyrrolidin-1-yl)nicotinamide